FC1(CCN(CC1)C1=C(C=CC=C1)C(F)(F)F)CN1C[C@@H](C([C@@H](C1)O)O)O (3S,4r,5R)-1-((4-fluoro-1-(2-(trifluoromethyl)phenyl)piperidin-4-yl)methyl)piperidine-3,4,5-triol